BrC=1C=C(OCC2=C(C=C(C=C2)F)Cl)C=C(C1)Cl 1-((3-bromo-5-chlorophenoxy)methyl)-2-chloro-4-fluorobenzene